[S-2].[Zn+2] zinc (ii) sulfide